oxaldehydate C(C=O)(=O)[O-]